C(C)(=O)C1=CC=C(C=C1)N1N=C(C=C1)NC(=O)N[C@H]1CCOC2=C(C=CC=C12)Cl 1-[1-(4-acetylphenyl)pyrazol-3-yl]-3-[(4S)-8-chlorochroman-4-yl]urea